ClC=1C2=C(N=C(N1)C)NC(C(=C2)O[C@H]2COCC2)=O (R)-4-chloro-2-methyl-6-((tetrahydrofuran-3-yl)oxy)pyrido[2,3-d]pyrimidin-7(8H)-one